C(CCC)N1C(NC2=NC(=CC=C21)C=2C=NC=NC2)OC N-butyl-2-methoxy-5-(pyrimidin-5-yl)-3H-imidazo[4,5-b]Pyridine